5-chloro-7-(trifluoromethyl)thieno[3,2-b]pyridine-3-carboxylic acid ClC1=CC(=C2C(=N1)C(=CS2)C(=O)O)C(F)(F)F